FC1(CCC(CC1)NC=1N=CC2=C(N1)NC=C2C=2C=C(C=1N(C2)C=CN1)F)F N-(4,4-difluorocyclohexyl)-5-(8-fluoroimidazo[1,2-a]pyridin-6-yl)-7H-pyrrolo[2,3-d]pyrimidin-2-amine